N=S1(CCCC1)=O 1-iminotetrahydro-1H-1lambda6-thiophene-1-oxide